CS(=O)(=O)[O-] S-methylsulfonate